Octafluorononanol FC(C(C(C(O)(F)F)(F)F)(F)F)(CCCCC)F